ethyl 2-methyl-4-[4-(trifluoromethyl)phenyl]-2H,4H-pyrazolo[4,3-b]indole-7-carboxylate CN1N=C2C(N(C=3C=CC(=CC23)C(=O)OCC)C2=CC=C(C=C2)C(F)(F)F)=C1